C(C)N1N=CC(=C1)CN1C(N(C=C1)C1=C(C(=CC(=C1)N(C1CCOCC1)C)C(C)(C)O)F)=O 1-[(1-ethyl-1H-pyrazol-4-yl)methyl]-3-{2-fluoro-3-(2-hydroxypropan-2-yl)-5-[methyl(oxan-4-yl)amino]phenyl}-1,3-dihydro-2H-imidazol-2-one